C(COP(=O)([O-])OC[C@@H](C(=O)[O-])[NH3+])[NH+]=C(N)N The molecule is a zwitterionic form of L-lombricine where the carboxy and phosphate groups are anionic and the amino and guanidino groups are cationic; major species at pH 7.3. It is a tautomer of a L-lombricine.